FC1(OC2=C(O1)C=CC(=C2)C2(NC=C(C(=N2)NC=2C=CC1=C(NC(O1)=O)C2)C)N)F 2-(2,2-difluoro-2H-1,3-benzodioxol-5-yl)-5-methyl-N4-(2-oxo-2,3-dihydro-1,3-benzoxazol-5-yl)-2,4-pyrimidinediamine